OCCN1N=C(C(=C1)NC=1N=CC2=C(N1)N(C(=C2)C#N)[C@H]2[C@@H](COCC2)C)OC2COC2 2-((1-(2-hydroxyethyl)-3-(oxetan-3-yloxy)-1H-pyrazol-4-yl)amino)-7-((3S,4R)-3-methyltetrahydro-2H-pyran-4-yl)-7H-pyrrolo[2,3-d]pyrimidine-6-carbonitrile